C(C#CC)(=O)[O-] but-2-ynoate